1,3-diisopropenyl-benzene C(=C)(C)C1=CC(=CC=C1)C(=C)C